diisobutylene sodium salt [Na].CC(C)=C.CC(C)=C